C1=CC=C(C=2SC3=C(C21)C=CC=C3)C=3C=C(C=CC3)C3=CC=CC=C3 3'-(dibenzothiophene-4-yl)biphenyl